ClC=1C(=CC2=CN(N=C2C1)C([2H])([2H])[2H])[N+](=O)[O-] 6-chloro-2-(2H3)methyl-5-nitro-2H-indazole